7-(2-((7-chloro-2-methyl-1,2,3,4-tetrahydroisoquinolin-6-yl)amino)-5-(trifluoromethyl)pyrimidin-4-yl)-4-cyclopropyl-3,4-dihydrothieno[2,3-f][1,4]thiazepin-5(2H)-one 1,1-dioxide ClC1=C(C=C2CCN(CC2=C1)C)NC1=NC=C(C(=N1)C1=CC2=C(C(N(CCS2(=O)=O)C2CC2)=O)S1)C(F)(F)F